3,3'-dimethyl-(1,1'-biphenyl)-4,4'-diol CC=1C=C(C=CC1O)C1=CC(=C(C=C1)O)C